O.S(C)(=O)(=O)O.NS(=O)(=O)C1=C(N=C(S1)N(C(CC1=CC=C(C=C1)C1=NC=CC=C1)=O)C)C N-[5-(aminosulfonyl)-4-methyl-1,3-thiazol-2-yl]-N-methyl-2-[4-(2-pyridinyl)-phenyl]acetamide monomesylate monohydrate